C1(=CC=CC=C1)C(CCO)C1=CC=CC=C1 3,3-diphenyl-propanol